NC=1C=C(C=C(C1)N)C1CCC(CC1)C(=O)O 4-(3,5-diaminophenyl)cyclohexanecarboxylic acid